1-methyl-1-propyl-pyrrolidinium bis(trifluoromethanesulfonyl)imide salt [N-](S(=O)(=O)C(F)(F)F)S(=O)(=O)C(F)(F)F.C[N+]1(CCCC1)CCC